N-[(4-{8-oxatricyclo[7.4.0.02,7]trideca-1(13),2,4,6,9,11-hexaene-6-sulfonyl}phenyl)methyl]-1H-pyrazolo[3,4-b]pyridine-5-carboxamide C=12C3=CC=CC(=C3OC2=CC=CC1)S(=O)(=O)C1=CC=C(C=C1)CNC(=O)C=1C=C2C(=NC1)NN=C2